S1CCN(CC1)C1=CC=C(C=C1)SC1=CC2=C(NC(=N2)NC(OC)=O)C=C1 methyl (5-((4-thiomorpholinophenyl)thio)-1H-benzo[d]imidazol-2-yl)carbamate